6-((1R,2R)-2-(5-chloropyrimidin-2-yl)cyclobutyl)-4-oxo-1-((S)-1-(6-(trifluoromethyl)pyridin-3-yl)ethyl)-4,5-dihydro-1H-pyrazolo[3,4-d]pyrimidine-3-carbonitrile ClC=1C=NC(=NC1)[C@H]1[C@@H](CC1)C=1NC(C2=C(N1)N(N=C2C#N)[C@@H](C)C=2C=NC(=CC2)C(F)(F)F)=O